FC1=C2C=CNC2=CC(=C1OC=1C=CC(=C(C#N)C1)F)F 5-((4,6-difluoro-1H-indol-5-yl)oxy)-2-fluorobenzonitrile